N-(3'-(5-((azetidin-3-ylamino)methyl)-6-methoxypyridin-2-yl)-2'-chloro-2-methyl-[1,1'-biphenyl]-3-yl)-2-methylpyrido[3,2-d]Pyrimidin-4-amine N1CC(C1)NCC=1C=CC(=NC1OC)C=1C(=C(C=CC1)C1=C(C(=CC=C1)NC=1C2=C(N=C(N1)C)C=CC=N2)C)Cl